BrC1=CC(=CC=2C3=CC(=CC=C3NC12)C)C 1-bromo-3,6-dimethylcarbazole